1,5-bis(glycidoxy)naphthalene C(C1CO1)OC1=CC=CC2=C(C=CC=C12)OCC1CO1